bromo-2-[4-(2-trifluoromethylbenzenesulfonyl)-1-piperazinyl]benzothiazole-6-carboxylic acid BrC1=CC(=CC2=C1N=C(S2)N2CCN(CC2)S(=O)(=O)C2=C(C=CC=C2)C(F)(F)F)C(=O)O